((2S,4R,6S)-4-(2-aminooxazolo[4,5-c]pyridin-7-yl)-6-methyltetrahydro-2H-pyran-2-yl)((S)-6,8-dichloro-1-methyl-3,4-dihydroisoquinolin-2(1H)-yl)methanone NC=1OC2=C(C=NC=C2[C@H]2C[C@H](O[C@H](C2)C)C(=O)N2[C@H](C3=C(C=C(C=C3CC2)Cl)Cl)C)N1